7-[(benzylamino)methyl]-3,3-dimethyl-N-{3-[(1s,3s)-3-(cyanomethyl)-1-(4-methyl-1,2,4-triazol-3-yl)cyclobutyl]phenyl}-1H,2H-pyrrolo[3,2-b]pyridine-5-carboxamide C(C1=CC=CC=C1)NCC1=C2C(=NC(=C1)C(=O)NC1=CC(=CC=C1)C1(CC(C1)CC#N)C1=NN=CN1C)C(CN2)(C)C